5-(4-Methoxypiperidin-1-yl)-3-methyl-1H-pyrazolo[3,4-c]pyridine COC1CCN(CC1)C=1C=C2C(=CN1)NN=C2C